CNC(C1=CC(=CC=C1)C(C)N1C(C2=CC=C(C=C2C=C1)C=1C(=NOC1)C)=O)=O N-Methyl-3-(1-(6-(3-methylisoxazol-4-yl)-1-oxoisoquinolin-2(1H)-yl)ethyl)benzamide